methyl (E)-3-(3-(N-((4-(1,2,3,4-tetrahydroquinoxalin-6-yl)phenyl)methyl-d)cyclohexanecarboxamido)phenyl)acrylate N1CCNC2=CC(=CC=C12)C1=CC=C(C=C1)C(N(C(=O)C1CCCCC1)C=1C=C(C=CC1)/C=C/C(=O)OC)[2H]